FC1=C2C=C(C=NC2=CC=C1)CN1C[C@H](CC1)OC=1C=C2CN(C(C2=CC1)=O)C1C(NC(CC1)=O)=O 3-(5-(((S)-1-((5-Fluoroquinolin-3-yl)methyl)pyrrolidin-3-yl)oxy)-1-oxoisoindolin-2-yl)piperidine-2,6-dione